N-(2,6-dioxopiperidin-3-yl)-5-hexanamido-1-methyl-1H-benzo[d]imidazole-7-carboxamide O=C1NC(CCC1NC(=O)C1=CC(=CC2=C1N(C=N2)C)NC(CCCCC)=O)=O